NC1=C(C=CC=C1OCC1=CC=C(C=C1)CN1CCN(CC1)C)O 2-Amino-3-((4-((4-methylpiperazin-1-yl)methyl)benzyl)oxy)phenol